4-((1H-Benzo[d][1,2,3]triazol-5-yl)amino)-N-(4-(4-methylpiperazin-1-yl)phenyl)-2-oxo-1,2-dihydropyridine-3-carboxamide N1N=NC2=C1C=CC(=C2)NC2=C(C(NC=C2)=O)C(=O)NC2=CC=C(C=C2)N2CCN(CC2)C